C(C)(=O)C(C(=O)O)N(CCN(C(C(=O)O)C(C)=O)C(C(=O)O)C(C)=O)C(C(=O)O)C(C)=O Tetraacetylethylenediaminetetraacetic acid